C(OCOC1=C(C(=CC(=C1)C(C)(CCCCCC)C)O)CC=C(CCC=C(C)C)C)(OCC)=O (2-(3,7-dimethylocta-2,6-dien-1-yl)-3-hydroxy-5-(2-methyloctan-2-yl)phenoxy)methyl ethyl carbonate